BrC=1C=C(C=CC1)S(=O)(=N)C(F)F (3-bromophenyl)(difluoromethyl)(imino)-λ6-sulfanone